N[C@H]1C[C@H](N(C1)C(=O)OC(C)(C)C)C(=O)OC O1-tert-butyl O2-methyl (2S,4S)-4-aminopyrrolidine-1,2-dicarboxylate